N-isopropyl-5-(1-methyl-1H-benzo[d][1,2,3]triazol-6-yl)-7H-pyrrolo[2,3-d]pyrimidin-2-amine C(C)(C)NC=1N=CC2=C(N1)NC=C2C=2C=CC1=C(N(N=N1)C)C2